4-[(4-isopropoxyphenyl)methyl]-1-isopropyl-3-(6-O-methoxycarbonyl-β-D-glucopyranosyloxy)-5-methylpyrazole C(C)(C)OC1=CC=C(C=C1)CC=1C(=NN(C1C)C(C)C)O[C@H]1[C@H](O)[C@@H](O)[C@H](O)[C@H](O1)COC(=O)OC